cyclopentadienyl-methyl-lanthanum C1(C=CC=C1)[La]C